ClC1=CC(=C(C(=C1)C(C)C)NC(=O)NS(=O)(=O)C1=CC2=C(O1)CCCCC2(C)O)C(C)C N-((4-chloro-2,6-diisopropylphenyl)carbamoyl)-4-hydroxy-4-methyl-5,6,7,8-tetrahydro-4H-cyclohepta[b]furan-2-sulfonamide